N-[1-[4-(4,5-dichloro-2-fluoro-anilino)pyrido[3,2-d]pyrimidin-6-yl]azetidin-3-yl]prop-2-enamide ClC1=CC(=C(NC=2C3=C(N=CN2)C=CC(=N3)N3CC(C3)NC(C=C)=O)C=C1Cl)F